O1N=NC=C1.[N] nitrogen oxadiazole